NC1=NC=2C=CC(=CC2C2=C1COC2)C(=O)N2[C@@H](COC[C@@H]2C2=CC=C(C=C2)OC(F)(F)F)C (4-amino-1,3-dihydrofuro[3,4-c]quinolin-8-yl)-[(3R,5S)-3-methyl-5-[4-(trifluoromethoxy)phenyl]morpholin-4-yl]methanone